3-methyl-1-(3-(1-methyl-1H-pyrazol-4-yl)propyl)-5-(thiophen-2-yl)-1,2,3,6-tetrahydropyridine CC1CN(CC(=C1)C=1SC=CC1)CCCC=1C=NN(C1)C